ethyl S-(3-isopropyl-6-methylcyclohex-2-en-1-yl)cysteinate C(C)(C)C1=CC(C(CC1)C)SC[C@H](N)C(=O)OCC